BrC=1C=C(C=CC1)C(COCCC(C(=O)OC)(C)C)N1N=C(C=C1)C1=C(C=CC(=C1)OC=1C(=C2C=CNC2=CC1F)C(CO)O)F Methyl 4-(2-(3-bromophenyl)-2-(3-(5-((4-(1,2-dihydroxyethyl)-6-fluoro-1H-indol-5-yl)oxy)-2-fluorophenyl)-1H-pyrazol-1-yl) ethoxy)-2,2-dimethylbutanoate